ClC=1N=C(NC1[C@H]1[C@H](CN(CC1)S(=O)(=O)C=1C=CC(NC1)=O)C)C1=NC=C(C=C1)F 5-[[(3R,4R)-4-[4-Chloro-2-(5-fluoro-2-pyridyl)-1H-imidazol-5-yl]-3-methyl-1-piperidyl]sulfonyl]-1H-pyridin-2-one